[Si](C)(C)(C)I TMSiodide